(2'-ethyl-2-fluorobiphenyl-4-yl)-3,6-dihydro-2H-1,3,4-oxadiazin-2-one C(C)C1=C(C=CC=C1)C1=C(C=C(C=C1)N1C(OCC=N1)=O)F